2,6-diphenylphenyleneoxide C1(=CC=CC=C1)C12C(C(=CC=C1)C1=CC=CC=C1)O2